C(C=C)OC(=O)NC1=NN(C=C1C1=CC=C(OCC(C(=O)OC(C)(C)C)O[Si](C)(C)C(C)(C)C)C=C1)CCCNC(=O)OC(C)(C)C tert-Butyl 3-(4-(3-(((allyloxy)carbonyl)amino)-1-(3-((tert-butoxycarbonyl)amino) propyl)-1H-pyrazol-4-yl)phenoxy)-2-((tert-butyldimethylsilyl)oxy)propanoate